FC=1C=C(C=CC1C)C(=O)N1CCCCC1 1-[(3-fluoro-4-methylphenyl)carbonyl]piperidin